N-(cyclopropyl-methyl)-2-(4-(pyridin-2-yl)thiazol-2-ylamino)isonicotinamide C1(CC1)CNC(C1=CC(=NC=C1)NC=1SC=C(N1)C1=NC=CC=C1)=O